NC=1C2=C(N=CN1)N(C(=C2C2=CC[C@H](CC2)C(=O)N2CCCCCC2)C2=CC=C(C=C2)NC(C(=C)C)=O)C (S)-N-(4-(4-amino-5-(4-(azepane-1-carbonyl)cyclohex-1-en-1-yl)-7-methyl-7H-pyrrolo[2,3-d]pyrimidin-6-yl)phenyl)methacrylamide